ClCC(=O)NC1(CC(CCC1)=O)C1=CC=CC=C1 2-chloro-N-(3-oxo-1-phenylcyclohexyl)acetamide